ethyl (E)-3-(3-(5-fluoro-2-methylbenzyl)phenyl)acrylate FC=1C=CC(=C(CC=2C=C(C=CC2)/C=C/C(=O)OCC)C1)C